COC1=C(C=CC=C1)C1=NC=2C=CC3=C(C2C=C1)C=CC=C3 3-(2-methoxyphenyl)benzo[f]quinoline